ClC=1C=CC2=C(C=NN(B2O)C(CC(C(C)C)O)=O)C1 1-(6-chloro-1-hydroxy-2,3,1-benzodiazaborinin-2-yl)-3-hydroxy-4-methyl-pentan-1-one